Cl.C[C@H]1N(CCC1)CCN (R)-2-(2-methylpyrrolidin-1-yl)ethan-1-amine hydrochloride